C[C@]12C[C@@H]([C@H]3[C@H]([C@@H]1C[C@@H]4[C@]2(OC(O4)(C)C)C(=O)CO)CCC5=CC(=O)C=C[C@]35C)O The molecule is triamcinolone acetonide with hydrogen instead of the fluorine substituent at position 9. A corticosteroid anti-inflammatory, it is used topically as a cream, ointment or lotion for the treatment of various skin disorders. It has a role as an anti-inflammatory drug. It is an 11beta-hydroxy steroid, a 21-hydroxy steroid, a 20-oxo steroid, a corticosteroid, a cyclic ketal, a 3-oxo-Delta(1),Delta(4)-steroid and a primary alpha-hydroxy ketone.